3,5-dimethyl-pyridine-N-oxide CC=1C=[N+](C=C(C1)C)[O-]